NC=1C=C(C=C(C1)C(F)(F)F)[C@@H](C)NC=1C2=C(N=CN1)SC=C2 4-{[(1R)-1-[3-amino-5-(trifluoromethyl)phenyl]ethyl]amino}thieno[2,3-d]pyrimidine